icosyl (eicosyl) phosphate P(=O)(OCCCCCCCCCCCCCCCCCCCC)(OCCCCCCCCCCCCCCCCCCCC)[O-]